ClC=1C=C(C=CC1)N1N=CC(=C1)C(C(=O)NC1=NNC(=C1)[C@@H]1[C@H](C1)F)C 2-(1-(3-chlorophenyl)-1H-pyrazol-4-yl)-N-(5-((1R,2S)-2-fluorocyclopropyl)-1H-pyrazol-3-yl)propanamide